FC=1CCN(CC1)C1=NC(=NC(=C1C)NC1=NNC(=C1)C)SC1=CC=C(C=C1)NC(C)=O N-(4-((4-(4-fluoro-3,6-dihydropyridin-1(2H)-yl)-5-methyl-6-((5-methyl-1H-pyrazol-3-yl)amino)pyrimidin-2-yl)thio)phenyl)acetamide